FC(C1=C(C=C(C=N1)C1=NC(N(C2=C(C(=CC=C12)OC)F)C)(C)C)C)F 4-(6-(difluoromethyl)-5-methylpyridin-3-yl)-8-fluoro-7-methoxy-1,2,2-trimethyl-1,2-dihydroquinazoline